4-(1-piperidinyl)-1H-pyrrolo[2,3-b]Pyridine N1(CCCCC1)C1=C2C(=NC=C1)NC=C2